N-Cyclopropyl-3,4-difluoro-2-(2-fluoro-4-iodoanilino)-5-[[2-fluoro-3-(sulfamoylamino)phenyl]methyl]benzamide C1(CC1)NC(C1=C(C(=C(C(=C1)CC1=C(C(=CC=C1)NS(N)(=O)=O)F)F)F)NC1=C(C=C(C=C1)I)F)=O